2-(2-methylaminoethyl)pyridine (1-(2-((R)-1-hydroxyethyl)-6-p-toluenesulfonylimidazo[4,5-d]pyrrolo[2,3-b]pyridin-1(6H)-yl)pyridin-3-yl)tert-butylcarbamate O[C@H](C)C1=NC=2C(=C3C(=NC2)N(C=C3)S(=O)(=O)C3=CC=C(C)C=C3)N1N1CC(=CC=C1)N(C(O)=O)C(C)(C)C.CNCCC1=NC=CC=C1